N-(2,4-difluorobenzyl)-2-oxo-2-(2-(thiazol-5-ylamino)-5,6-dihydro-1,7-naphthyridin-7(8H)-yl)acetamide FC1=C(CNC(C(N2CCC=3C=CC(=NC3C2)NC2=CN=CS2)=O)=O)C=CC(=C1)F